(3-(4,6-dimethoxypyrimidin-2-yl)-6-fluoro-2-oxo-2,3-dihydrobenzothiazol-5-yl)-1-methyl-6-(trifluoromethyl)-pyrimidine-2,4(1H,3H)-dione COC1=NC(=NC(=C1)OC)N1C(SC2=C1C=C(C(=C2)F)N2C(N(C(=CC2=O)C(F)(F)F)C)=O)=O